(4-hydroxyphenyl)-4-((1H-imidazol-1-yl)phenyl)furan OC1=CC=C(C=C1)C=1OC=C(C1)C1=C(C=CC=C1)N1C=NC=C1